C(C=CC1=CC=CC=C1)(=O)N1CCNCC1 4-cinnamoylpiperazin